NC=1C(=C(C(=O)OC)C(=CC1)N1CCC(CCC1)(F)F)C methyl 3-amino-6-(4,4-difluoroazepan-1-yl)-2-methylbenzoate